C([2H])([2H])([2H])NC1CCN(CC1)CC1=CC=C(C=C1)N1C(=NC=2C1=NC(=CC2)C2=CC=CC=C2)C=2C(=NC=CC2)N 3-(3-(4-((4-((methyl-d3)amino)piperidin-1-yl)methyl)phenyl)-5-phenyl-3H-imidazo[4,5-b]pyridin-2-yl)pyridin-2-amine